ClC1=NC(=CC(=N1)C(=O)NC1CCC(CC1)OC)C(C)(C)O 2-Chloro-6-(2-hydroxypropan-2-yl)-N-((1r,4r)-4-methoxycyclohexyl)pyrimidine-4-carboxamide